FC1=C(C=CC(=C1)F)C1=CC=C(C=C1)SC1CCN(CC1)C(C)=O 1-[4-({2',4'-difluoro-[1,1'-biphenyl]-4-yl}sulfanyl)piperidin-1-yl]ethanone